dimethylhydroxylamine hydrogen fluoride salt F.CN(O)C